CN1OC(C2C1C(CC(C2)(C2=CC=C(C=C2)SC)C)C)(C)C 1,3,3,5,7-pentamethyl-5-(4-(methylthio)phenyl)octahydrobenzo[c]isoxazole